C(C#CC)NC1=C(C=CC(=N1)C(=O)OC)[N+](=O)[O-] methyl 6-(but-2-yn-1-ylamino)-5-nitropicolinate